C(C)(C)(C)N1C(N(C=2C1=C1C(=NC2)NC(=C1)C1=CC=C(C=C1)CN1CCC(CC1)S(=O)(=O)C)C)=O 1-(tert-Butyl)-3-methyl-7-(4-((4-(methylsulfonyl)piperidin-1-yl)methyl)phenyl)-3,6-dihydroimidazo[4,5-d]pyrrolo[2,3-b]pyridin-2(1H)-on